BrC=1C=CC(=C(C1)N1N=C2C=CC=CC2=C1C)Cl 2-(5-bromo-2-chlorophenyl)-3-methyl-2H-indazole